FC1=CC(=C(C=C1)C=1SC[C@H](N1)[C@H]1SC[C@@H](N1C)C(=O)O)O (2R,4S)-2-((S)-2-(4-fluoro-2-hydroxyphenyl)-4,5-dihydrothiazol-4-yl)-3-methylthiazolidine-4-carboxylic acid